C1(CC1)C1=NC=C(C=C1NC(C1=NC(=CC=C1)C=1C=NN(C1)CC(F)(F)F)=O)N1C(C[C@H](C1)C)=O (R)-N-(2-cyclopropyl-5-(4-methyl-2-oxopyrrolidin-1-yl)pyridin-3-yl)-6-(1-(2,2,2-trifluoroethyl)-1H-pyrazol-4-yl)picolinamide